N-carbamimidoylimidodicarbonimidic diamide C(N)(=N)NC(=N)NC(N)=N